COC1=CC=CC=2NC=NC21 4-Methoxy-1H-benzimidazole